(S)-3-(2-methoxyphenyl)piperidine COC1=C(C=CC=C1)[C@H]1CNCCC1